ClC=1C=C(C(=NC1)F)C1=CC(=NC2=C(N=CC=C12)C1=CC=NN1)N1CCOCC1 4-(5-chloro-2-fluoropyridin-3-yl)-2-(morpholin-4-yl)-8-(1H-pyrazol-5-yl)-1,7-naphthyridine